Dinonylamin C(CCCCCCCC)NCCCCCCCCC